C1(CCC(N1C(C(=O)O)(CCCCCC(=O)O)N1C(CCC1=O)=O)=O)=O.C1(=CC=C(C=C1)OCC1OC1)OCC1OC1 2,2'-[1,4-phenylenedi(oxymethylene)]dioxirane disuccinimidyl-suberat